O=C1N(C(=NC2=CC=CC(=C12)SCCCCCCCN[C@@H]1[C@@]2(CC[C@H](C1)C2(C)C)C)C(F)(F)F)[C@@H]2C(NC(CC2)=O)=O (S)-3-(4-oxo-2-(trifluoromethyl)-5-((7-(((1R,2S,4R)-1,7,7-trimethylbicyclo[2.2.1]heptane-2-yl)amino)heptyl)thio)quinazolin-3(4H)-yl)piperidine-2,6-dione